2,2'-bis(methoxymethoxy)-[1,1'-binaphthalene] COCOC1=C(C2=CC=CC=C2C=C1)C1=C(C=CC2=CC=CC=C12)OCOC